(dibenzothiophenylphenyl)(terphenylyl)(diphenylfluorenyl)amine C1(=CC=CC=2SC3=C(C21)C=CC=C3)C3=C(C=CC=C3)N(C3=C(C(=CC=2C1=CC=CC=C1CC32)C3=CC=CC=C3)C3=CC=CC=C3)C3=C(C=CC=C3)C=3C(=CC=CC3)C3=CC=CC=C3